O=CCCC(=O)OCC=C allyl 4-oxobutyrate